4-((S)-4-acryloyl-2-methylpiperazin-1-yl)-6-fluoro-7-(naphthalen-2-yl)-1-(2-Isopropyl-6-methylphenyl)pyrido[2,3-d]pyrimidin-2(1H)-one C(C=C)(=O)N1C[C@@H](N(CC1)C=1C2=C(N(C(N1)=O)C1=C(C=CC=C1C)C(C)C)N=C(C(=C2)F)C2=CC1=CC=CC=C1C=C2)C